N-(2-(4-ethylpiperazin-1-yl)-5-(4-(4-((6-(trifluoromethyl)pyridin-3-yl)oxy)phenyl)piperidine-1-carbonyl)phenyl)-1-phenylmethanesulfonamide C(C)N1CCN(CC1)C1=C(C=C(C=C1)C(=O)N1CCC(CC1)C1=CC=C(C=C1)OC=1C=NC(=CC1)C(F)(F)F)NS(=O)(=O)CC1=CC=CC=C1